Cl.NC/C(/COC=1C=C(CN2C(NC(C3=C2C=CN3)=O)=S)C=CC1)=C\F (E)-1-(3-((2-(aminomethyl)-3-fluoroallyl)oxy)benzyl)-2-thioxo-1,2,3,5-tetrahydro-4H-pyrrolo[3,2-d]pyrimidin-4-one hydrochloride